4-fluoro-5-hydroxy-6-methoxybenzo[b]thiophene-2-carboxylic acid FC1=C(C(=CC=2SC(=CC21)C(=O)O)OC)O